CC1=NC2=CC(=CC=C2C=C1)B1OC(C(O1)(C)C)(C)C 2-methyl-7-(4,4,5,5-tetramethyl-1,3,2-dioxaborolan-2-yl)quinoline